tert-butyl 3-(p-tolylsulfonylhydrazono)azetidine-1-carboxylate C1(=CC=C(C=C1)S(=O)(=O)NN=C1CN(C1)C(=O)OC(C)(C)C)C